C(#N)C1=CC=C(OC(C(=O)NC=2SC3=C(N2)C=C(C(=C3)C)OC)C3=CC=C(C=C3)S(=O)(=O)CC)C=C1 2-(4-Cyano-phenoxy)-2-(4-ethanesulfonyl-phenyl)-N-(5-methoxy-6-methyl-benzothiazol-2-yl)-acetamide